penta-(isooctyl thioglycolate) antimony [Sb+5].C(CCCCC(C)C)C(C(=O)[O-])S.C(CCCCC(C)C)C(C(=O)[O-])S.C(CCCCC(C)C)C(C(=O)[O-])S.C(CCCCC(C)C)C(C(=O)[O-])S.C(CCCCC(C)C)C(C(=O)[O-])S